N-(3-cyano-4-fluoro-1H-indol-7-yl)-1H-pyrazole-4-sulfonamide C(#N)C1=CNC2=C(C=CC(=C12)F)NS(=O)(=O)C=1C=NNC1